6-[4-(1H-imidazol-4-yl)-phenyl]-pyrimidin N1C=NC(=C1)C1=CC=C(C=C1)C1=CC=NC=N1